NC=1C(=NC(=C(N1)F)C1=CC=C(C=C1)N1CCN(CC1)CCCC(F)F)C=1C=C2C(=CNC(C2=CC1)=O)F 6-(3-amino-6-(4-(4-(4,4-difluorobutyl)piperazin-1-yl)phenyl)-5-fluoropyrazin-2-yl)-4-fluoroisoquinolin-1(2H)-one